N-[(1s,4s)-4-{[2-(trifluoromethyl)imidazo[1,2-a]pyridin-5-yl]amino}cyclohexyl]pyridine-2-carboxamide FC(C=1N=C2N(C(=CC=C2)NC2CCC(CC2)NC(=O)C2=NC=CC=C2)C1)(F)F